ClC1=CC(=C(C=C1)[C@@]1(OC2=C(O1)C=CC=C2N2CCN(CC2)[C@@H](C)C2=NC=1C(=NC(=CC1)C(=O)O)N2C[C@H]2OCC2)C)F 2-((S)-1-(4-((S)-2-(4-chloro-2-fluorophenyl)-2-methylbenzo[d][1,3]dioxolan-4-yl)-piperazin-1-yl)ethyl)-3-(((S)-oxetan-2-yl)methyl)-3H-imidazo[4,5-B]pyridine-5-carboxylic acid